N-propyl-2-furanmethanamine hydrochloride Cl.C(CC)NCC=1OC=CC1